4-(3-cyclopentyl-7-fluoro-2-methyl-2H-indazol-5-yl)-N-(5-(piperazin-1-ylmethyl)pyridin-2-yl)pyrimidin-2-amine C1(CCCC1)C=1N(N=C2C(=CC(=CC12)C1=NC(=NC=C1)NC1=NC=C(C=C1)CN1CCNCC1)F)C